C(C1=CC=CC=C1)OC1=CC(=C(C(=C1)C)C(=O)OCOC)N(C)C methoxymethyl 5-(benzyloxy)-3-(dimethylamino)-2-toluate